(5S,8R,9S,10S,13S,14S,17S)-10,13-dimethylhexadecahydrospiro[cyclopenta[a]phenanthrene-3,2'-[1,3]dioxolan]-17-ol C[C@]12[C@H]3CC[C@@]4([C@H](CC[C@H]4[C@@H]3CC[C@H]2CC2(OCCO2)CC1)O)C